6-(difluoromethyl)-7-fluoro-N-[5-(2-fluoroethoxy)-4-methoxy-pyrimidin-2-yl]-1H-indole FC(C1=CC=C2C=CN(C2=C1F)C1=NC=C(C(=N1)OC)OCCF)F